(4-(2-hydroxyethyl)piperazin-1-yl)sulfonyl-4-methylbenzonitrile OCCN1CCN(CC1)S(=O)(=O)C1=C(C#N)C=CC(=C1)C